C(C)(C)(C)OC(=O)N1CCC(CC1)(O)C(C1CC1)C1=NC=C(C=C1)Cl.NC=1C=C(OC2=CC(=CC=C2)OC2=CC(=CC=C2)N)C=CC1 1,3-bis(3-Aminophenoxy)benzene tert-butyl-4-[(5-chloro-2-pyridyl)-cyclopropyl-methyl]-4-hydroxy-piperidine-1-carboxylate